1-(3-bromopropyl)-4-methyl-1H-pyrrole-3-carboxylic acid ethyl ester C(C)OC(=O)C1=CN(C=C1C)CCCBr